OCC(CC)NC(=O)[C@H]1CN([C@@H]2CC3=CN(C4=CC=CC(C2=C1)=C34)C)C (8β)-9,10-didehydro-N-(1-(hydroxymethyl)propyl)-1,6-dimethyl-ergoline-8-carboxamide